C(C1=CC=CC=C1)N(CC(OC(C(=O)OC)(F)F)C1=CC(=NC=C1)C)CC1=CC=CC=C1 methyl 2-(2-(dibenzylamino)-1-(2-methylpyridin-4-yl)ethoxy)-2,2-difluoroacetate